Ethyl 4-(3-(4-(((tert-butoxycarbonyl)(2-(4-(3,5-dimethylisoxazol-4-yl)phenyl)cyclopropyl)amino)methyl)piperidin-1-yl)propyl)benzoate C(C)(C)(C)OC(=O)N(C1C(C1)C1=CC=C(C=C1)C=1C(=NOC1C)C)CC1CCN(CC1)CCCC1=CC=C(C(=O)OCC)C=C1